1-[2-(2-hydroxyethyl)phenyl]-3-(3-methoxyphenyl)urea OCCC1=C(C=CC=C1)NC(=O)NC1=CC(=CC=C1)OC